ClC1=C(C=CC=C1C1=C(C(=NC=C1)Cl)Cl)C1=CC=C(C(=N1)OC)CN(C(OC(C)(C)C)=O)C[C@H]1NC(CC1)=O (S)-tert-butyl ((6-(2-chloro-3-(2,3-dichloropyridin-4-yl)phenyl)-2-methoxy pyridin-3-yl)methyl)((5-oxopyrrolidin-2-yl)methyl)carbamate